C(#N)C=1C(=NC(=C(C1CC)C#N)N(C)CC(=O)N1CC(C1)O)SC(C(=O)N)C1=CC=CC=C1 2-((3,5-dicyano-4-ethyl-6-((2-(3-hydroxyazetidin-1-yl)-2-oxoethyl)(methyl)amino)pyridin-2-yl)thio)-2-phenylacetamide